5-(tert-butyl)-N-(2-methyl-4-(6-((tetrahydro-2H-pyran-4-yl)oxy)pyrrolo[2,1-f][1,2,4]triazin-4-yl)benzyl)-1,2,4-oxadiazole-3-carboxamide C(C)(C)(C)C1=NC(=NO1)C(=O)NCC1=C(C=C(C=C1)C1=NC=NN2C1=CC(=C2)OC2CCOCC2)C